5-methyl-1,3-phenylenediamine CC=1C=C(C=C(C1)N)N